8-aza-spiro[4.5]decane C1CCCC12CCNCC2